C(C=C)(=O)N1C[C@@H](N(CC1)C1=C(C(N(C2=NC(=C(C=C12)F)C1=C(C=CC=C1O)F)C=1C(=NC=CC1C)C(C)C)=O)C#N)C 4-((S)-4-propenoyl-2-methylpiperazin-1-yl)-6-fluoro-7-(2-fluoro-6-hydroxyphenyl)-1-(2-isopropyl-4-methylpyridin-3-yl)-2-oxo-1,2-dihydro-1,8-naphthyridine-3-carbonitrile